C(C)(C)(C)OC(=O)N1CC(C(CC1)C=O)(F)F.O1NCCC1 tetrahydroIsooxazole tert-butyl-3,3-difluoro-4-formylpiperidine-1-carboxylate